1-(4-(1,3-dioxoisoindolin-2-yl)-2-methylbutan-2-yl)hydrazine-1,2-dicarboxylic acid diisopropyl ester C(C)(C)OC(=O)N(NC(=O)OC(C)C)C(C)(CCN1C(C2=CC=CC=C2C1=O)=O)C